ClC1=C(C=C(C=C1)C1=CN(C(C=C1)=O)C(C)C)CC(C(NC1=CC=C(C=C1)C1=NNC=C1)=O)NC(OC(C)(C)C)=O tert-butyl N-[1-[[2-chloro-5-(1-isopropyl-6-oxo-3-pyridyl)phenyl]methyl]-2-oxo-2-[4-(1H-pyrazol-3-yl)anilino]ethyl]carbamate